ClC1=CC(=C(COC2=CC=CC(=N2)C23CCNCC3C2)C=C1)F 6-(6-((4-chloro-2-fluorobenzyl)oxy)pyridin-2-yl)-3-azabicyclo[4.1.0]heptan